CNC(COC=1C(N(C2=NC=C(C=C2C1)[N+](=O)[O-])C)=O)=O N-methyl-2-((1-methyl-6-nitro-2-oxo-1,2-dihydro-1,8-naphthyridin-3-yl)oxy)acetamide